C(C)(C)(C)O[C@H](C(=O)NO)C=1C(=C2C(=NC1C)N(C(=C2C)C)CC=2C=NN(C2)C)C2=CC=C(C=C2)Cl (S)-2-(tert-butoxy)-2-(4-(4-chlorophenyl)-2,3,6-trimethyl-1-((1-methyl-1H-pyrazole-4-yl)methyl)-1H-pyrrolo[2,3-b]pyridin-5-yl)-N-hydroxyacetamide